CC1(OCC(O1)C(CC(=O)C1=CC=CC=C1)C1=CC=CC=C1)C 3-(2,2-dimethyl-1,3-dioxolan-4-yl)-1,3-diphenylpropan-1-one